C(C1=CC=2OCOC2C=C1)S piperonyl-sulfane